C(N)(=N)C=1C=C(SC1)[C@@H](C)NC(=O)[C@H]1N(C[C@](C1)(COC)F)C(CNC(=O)C1=CC=2C(C3=CC=CC=C3C2C=C1)(F)F)=O (2S,4R)-N-((R)-1-(4-carbamimidoylthiophen-2-yl)ethyl)-1-((9,9-difluoro-9H-fluorene-2-carbonyl)glycyl)-4-fluoro-4-(methoxymethyl)pyrrolidine-2-carboxamide